FC(C(=O)O)(F)F.C1=C(C=CC2=CC=CC=C12)C=1NC(C=2N(C1)N=C(C2C(F)(F)F)C(=O)NC(C)C2=NC=C(C=C2)OCC(F)(F)F)=O 6-(2-Naphthyl)-4-oxo-N-[1-[5-(2,2,2-trifluoroethoxy)-2-pyridyl]ethyl]-3-(trifluoromethyl)-5H-pyrazolo[1,5-a]pyrazine-2-carboxamide trifluoroacetic acid salt